2,4-dichloro-5-(piperidin-1-yl)pyrimidine ClC1=NC=C(C(=N1)Cl)N1CCCCC1